ClC1=C(N(C(=C1C(CN1C2[C@@H](CC1CC2)O)=O)C)C2=CC(=C(C#N)C=C2)F)CCCCC#N (±)-4-(3-chloro-2-(4-cyanobutyl)-4-(2-((2R)-2-hydroxy-7-azabicyclo[2.2.1]hept-7-yl)acetyl)-5-methyl-1H-pyrrol-1-yl)-2-fluorobenzonitrile